NC1=NC=CC(=C1N)C=1C=NN(C1)C1=CC=C(C=N1)C(C#N)CCS(=O)(=O)C 2-(6-(4-(2,3-diaminopyridin-4-yl)-1H-pyrazol-1-yl)pyridin-3-yl)-4-(methylsulfonyl)butanenitrile